(E)-5-((4-((((1-(1-(4-cyanomethylpiperidin-1-yl)-1,6-dihydroimidazo[4,5-d]pyrrolo[2,3-b]pyridin-2-yl)ethoxy)carbonyl)oxy)methyl)phenyl)diazenyl)-2-hydroxybenzoic acid C(#N)CC1CCN(CC1)N1C(=NC=2C1=C1C(=NC2)NC=C1)C(C)OC(=O)OCC1=CC=C(C=C1)/N=N/C=1C=CC(=C(C(=O)O)C1)O